rac-(4aR,8aS)-6-[3-[(2-chlorophenoxy)methyl]pyrrolidine-1-carbonyl]-4,4a,5,7,8,8a-hexahydropyrido[4,3-b][1,4]oxazin-3-one ClC1=C(OCC2CN(CC2)C(=O)N2C[C@@H]3[C@@H](OCC(N3)=O)CC2)C=CC=C1 |r|